(2-cyclopropyl-5-methylthiophen-3-yl)carbamic acid tert-butyl ester C(C)(C)(C)OC(NC1=C(SC(=C1)C)C1CC1)=O